(S)-3-(3-chloro-4-fluorophenyl)-1-(8,9-difluoro-3-methyl-6-oxo-1,2,3,4,5,6-hexahydrobenzo[c][1,7]naphthyridin-1-yl)-1-methylurea ClC=1C=C(C=CC1F)NC(N(C)[C@H]1C=2C3=C(C(NC2CN(C1)C)=O)C=C(C(=C3)F)F)=O